C(C1=CC=CC=C1)OCCN1C=C(C(=C1C1=C(C=CC=C1)C(F)(F)F)C)C(=O)N (S)-1-(2-(benzyloxy)ethyl)-4-methyl-5-(2-(trifluoromethyl)phenyl)-1H-pyrrole-3-carboxamide